C(C)(C)(C)OC(=O)N1CCN(CC1)C1=C(N(C=2N(C1=O)N=C(N2)Br)CC(=O)NC2=C(C=C(C=C2)C#N)Cl)CC 4-(2-bromo-4-(2-((2-chloro-4-cyanophenyl)amino)-2-oxoethyl)-5-ethyl-7-oxo-4,7-dihydro-[1,2,4]triazolo[1,5-a]pyrimidin-6-yl)piperazine-1-carboxylic acid tert-butyl ester